C(C)OC1CCC(CC1)NC1=NC=C(C(=N1)N[C@H]1[C@H](CCC1)O)C(=O)N 2-((1r,4R)-4-ethoxycyclohexylamino)-4-((1R,2S)-2-hydroxycyclopentylamino)pyrimidine-5-carboxamide